1,11-dihydroxy-6-undecanone OCCCCCC(CCCCCO)=O